SCC1=C(C=C(C(=C1)C)C)CS 1,2-dimercaptomethyl-4,5-dimethylbenzene